C(C)C=1N=C(C2=C(N1)SC(=C2)C)NCCC2=NC=CC=C2 2-ethyl-6-methyl-N-(2-(pyridin-2-yl)ethyl)thieno[2,3-d]pyrimidin-4-amine